N[C@@H]([C@@H](C)CC)C(=O)[O-].[K+] potassium isoleucine salt